C(C1=CC=CC=C1)OC1=NC(=CC=C1C1=NN(C2=CC(=CC=C12)C=O)C)OCC1=CC=CC=C1 3-(2,6-bis(benzyloxy)pyridin-3-yl)-1-methyl-1H-indazole-6-carbaldehyde